2,5-bis(o-chlorophenyl)-4-(3,4-dimethoxyphenyl)-imidazole ClC1=C(C=CC=C1)C=1NC(=C(N1)C1=CC(=C(C=C1)OC)OC)C1=C(C=CC=C1)Cl